OC1=C(C(=CC(=C1)C(F)(F)F)C)C1=CC=C(N=N1)CN[C@@H]1CC(N(C1)C)=O (R)-4-(((6-(2-Hydroxy-6-methyl-4-(trifluoromethyl)phenyl)pyridazin-3-yl)methyl)amino)-1-methylpyrrolidin-2-one